N-(3-{6-azaspiro[2.5]octan-6-yl}-4-{4-[6-methyl-2-(oxan-4-yl)pyrimidin-4-yl]-1H-1,2,3-triazol-1-yl}phenyl)-2-hydroxyethane-1-sulfonamide C1CC12CCN(CC2)C=2C=C(C=CC2N2N=NC(=C2)C2=NC(=NC(=C2)C)C2CCOCC2)NS(=O)(=O)CCO